tert-butyl (1R,2R,5S)-2-{[4'-(tert-butoxycarbonyl)[1,1'-biphenyl]-4-yl]carbamoyl}-3-azabicyclo[3.1.0]hexane-3-carboxylate C(C)(C)(C)OC(=O)C1=CC=C(C=C1)C1=CC=C(C=C1)NC(=O)[C@H]1[C@@H]2C[C@@H]2CN1C(=O)OC(C)(C)C